ClC1=NC=2C(CCCC2C(=C1C#N)C)OC=1C=C2C(=NN(C2=CC1)C(=O)OC(C)(C)C)I tert-Butyl 5-[(2-chloro-3-cyano-4-methyl-5,6,7,8-tetrahydroquinolin-8-yl)oxy]-3-iodoindazole-1-carboxylate